CC=1C(C(CCC1)(C)C)\C=C\C(CC)=O (E)-1-(2,6,6-trimethylcyclohex-2-en-1-yl)pent-1-en-3-one